triphenyl(6-((tetrahydro-2H-pyran-2-yl)oxy)hexyl)phosphonium bromide [Br-].C1(=CC=CC=C1)[P+](CCCCCCOC1OCCCC1)(C1=CC=CC=C1)C1=CC=CC=C1